3-[[6-(4-benzyloxycarbonyl-5-methyl-2,3-dihydroquinoxalin-1-yl)-8-[3-[tert-butoxycarbonyl(methyl)amino]propyl]-7-oxo-pyrido[2,3-d]pyrimidin-2-yl]amino]benzoic acid C(C1=CC=CC=C1)OC(=O)N1CCN(C2=CC=CC(=C12)C)C1=CC2=C(N=C(N=C2)NC=2C=C(C(=O)O)C=CC2)N(C1=O)CCCN(C)C(=O)OC(C)(C)C